3-chloro-9-phenyl-1-(3-(triphenylsilyl)phenyl)-9H-carbazole ClC=1C=C(C=2N(C3=CC=CC=C3C2C1)C1=CC=CC=C1)C1=CC(=CC=C1)[Si](C1=CC=CC=C1)(C1=CC=CC=C1)C1=CC=CC=C1